8-((2s,5r)-4-(1-(4-chloro-2-fluorophenyl)ethyl)-5-ethyl-2-methylpiperazin-1-yl)-5-methyl-6-oxo-5,6-dihydro-1,5-naphthyridine-2-carbonitrile ClC1=CC(=C(C=C1)C(C)N1C[C@@H](N(C[C@H]1CC)C1=CC(N(C=2C=CC(=NC12)C#N)C)=O)C)F